C(C1=CC=CC=C1)OC=1C=CC=C2C(=C(N(C12)C1CN(C1)C([C@H](C)O)=O)C1CCOCC1)C1=CC=C(C=C1)F (2S)-1-[3-[7-benzyloxy-3-(4-fluorophenyl)-2-tetrahydropyran-4-yl-indol-1-yl]Azetidin-1-yl]-2-hydroxy-propan-1-one